tert-butyl (7R)-5-azaspiro[2.4]heptan-7-ylcarbamate C1CC12CNC[C@@H]2NC(OC(C)(C)C)=O